CSC1=C(OC2OC3=C(C21)C=CC=C3)C3=CC=CC=C3 3-(methylthio)-2-phenyl-3a,8a-dihydrofuro[2,3-b]benzofuran